N-((S)-(7-fluoro-5-((R)-1-(5-fluoro-2-oxo-1,2-dihydropyridin-3-yl)-2-methoxyethyl)benzo[d]oxazol-2-yl)((1r,4S)-4-fluorocyclohexyl)methyl)-1-methyl-1H-pyrazole-5-carboxamide FC1=CC(=CC=2N=C(OC21)[C@@H](NC(=O)C2=CC=NN2C)C2CCC(CC2)F)[C@@H](COC)C=2C(NC=C(C2)F)=O